4-((2S,5R)-4-(Bis(4-fluorophenyl)methyl)-2,5-diethylpiperazin-1-yl)-1-(((S)-tetrahydrofuran-2-yl)methyl)-1H-[1,2,3]triazolo[4,5-e][1,2,4]triazolo[4,3-a]pyrimidine FC1=CC=C(C=C1)C(N1C[C@@H](N(C[C@H]1CC)C1=NC=2N(C3=C1N=NN3C[C@H]3OCCC3)C=NN2)CC)C2=CC=C(C=C2)F